C(CCC)N(CCC[Si](C1=CC=C(C=C1)C(=C)C1=CC=CC=C1)(OCC)OCC)CCCC 1-[4-[(3-dibutylaminopropyl)diethoxysilyl]phenyl]-1-phenylethylene